tert-butyl (S)-5-methoxy-4-((2-(4-(methoxycarbonyl)phenyl)-4-(oxazol-2-ylmethyl)piperazin-1-yl)methyl)-7-methyl-1H-indole-1-carboxylate COC=1C(=C2C=CN(C2=C(C1)C)C(=O)OC(C)(C)C)CN1[C@H](CN(CC1)CC=1OC=CN1)C1=CC=C(C=C1)C(=O)OC